4-hydroxy-1-(2-methylpyridin-3-yl)-7-vinyl-1,8-naphthyridin OC1=CCN(C2=NC(=CC=C12)C=C)C=1C(=NC=CC1)C